C(C(=O)O)(=O)[O-].C(C(=O)O)(=O)O.B(O)(O)O.[Li+] lithium borate di-oxalate